COCC(C)N1C(=NN=C1)C1=CC=CC(=N1)NC(=O)NC=1SC=2CCC(NC2N1)S(=O)(=O)C 1-(6-(4-(1-methoxypropan-2-yl)-4H-1,2,4-triazol-3-yl)pyridin-2-yl)-3-(5-(methylsulfonyl)-4,5,6,7-tetrahydrothiazolo[5,4]pyridin-2-yl)urea